3,4,5-Trichloro-N-(1-hydroxy-4-methylpent-2-yl)pyridineamide ClC=1C(=NC=C(C1Cl)Cl)C(=O)NC(CO)CC(C)C